11-hydroxy-4-methyl-2,4,6-Dodecatrienoic acid OC(CCCC=CC=C(C=CC(=O)O)C)C